S(N)(=O)(=O)C1=CC=C(CC2=NN(C3=CC=CC=C23)C=2SC=C(N2)C(=O)O)C=C1 2-(3-(4-sulfamoylbenzyl)-1H-indazol-1-yl)thiazole-4-carboxylic acid